O1CCN(CC1)C(C[C@H](C(N[C@@H](CCCC1=CC=CC=C1)B1OC(C(O1)(C)C)(C)C)=O)NC(=O)C1CCOCC1)=O N-((R)-4-morpholino-1,4-dioxo-1-(((R)-4-phenyl-1-(4,4,5,5-tetramethyl-1,3,2-dioxaborolan-2-yl)butyl)amino)butan-2-yl)tetrahydro-2H-pyran-4-carboxamide